Cl.CC1(CNC1)C(=O)OCC Ethyl 3-methylazetidine-3-carboxylate hydrochloride